ClC=1N=C(SC1)C=1N=NN(C1)[C@@H]1[C@H]([C@@H](SC=2C(=NC=C(C2)Cl)C2=NC=CC=C2)O[C@@H]([C@@H]1O)CO)OC 5-chloro-2-(pyridin-2-yl)-pyridin-3-yl 3-[4-(4-chlorothiazol-2-yl)-1H-1,2,3-triazol-1-yl]-3-deoxy-2-O-methyl-1-thio-alpha-D-galactopyranoside